6-((2,6-dichloro-1H-imidazo[4,5-b]pyridin-1-yl)methyl)nicotinonitrile ClC=1N(C=2C(=NC=C(C2)Cl)N1)CC1=NC=C(C#N)C=C1